CC1=NN=C(O1)C1=CC=C(C=C1)C1=CC=CC=2N1N=CC2C(=O)N2CCCCC2 [7-[4-(5-methyl-1,3,4-oxadiazol-2-yl)phenyl]pyrazolo[1,5-a]pyridin-3-yl]-(1-piperidyl)methanone